N-(5-(4-amino-7-methyl-5-(4-((4-methylpyrimidin-2-yl)oxy)phenyl)-7H-pyrrolo[2,3-d]pyrimidin-6-yl)-1-methyl-1H-pyrazol-3-yl)methacrylamide NC=1C2=C(N=CN1)N(C(=C2C2=CC=C(C=C2)OC2=NC=CC(=N2)C)C2=CC(=NN2C)NC(C(=C)C)=O)C